2-(4-(5-(7,8-dimethyl-[1,2,4]triazolo[1,5-a]pyridin-6-yl)-6-isopropyl-4H-pyrrolo[3,2-d]thiazol-2-yl)cyclohexyl)-7-oxa-2-azaspiro[3.5]nonane CC1=C(C=2N(C=C1C1=C(C=3N=C(SC3N1)C1CCC(CC1)N1CC3(C1)CCOCC3)C(C)C)N=CN2)C